C(C(C)C)OC(C(C(C(=O)OCC(C)C)CC1CCCCC1)CC1CCCCC1)=O.C(C)(C)C(C(=O)OCC(C)C)C(C(=O)OCC(C)C)C(C)C diisobutyl 2,3-diisopropylsuccinate diisobutyl-2,3-bis(cyclohexylmethyl)succinate